(Z)-3-(1-(4-amino-2-fluorobut-2-en-1-yl)-6-(trifluoromethyl)-1H-benzo[d]imidazole-4-yl)-N-methylbenzenesulfonamide hydrochloride Cl.NC\C=C(\CN1C=NC2=C1C=C(C=C2C=2C=C(C=CC2)S(=O)(=O)NC)C(F)(F)F)/F